(5S,7R)-7-fluoro-5-phenyl-N-[(3S)-7,9-difluoro-2-oxo-1,3,4,5-tetrahydro-1-benzazepine-3-yl]-6,7-dihydro-5H-pyrrolo[1,2-b][1,2,4]Triazole-2-carboxamide F[C@@H]1C[C@H](N2N=C(N=C21)C(=O)N[C@@H]2C(NC1=C(CC2)C=C(C=C1F)F)=O)C1=CC=CC=C1